C1(=CC=CC=C1)CC(=O)OC[C@H]1O[C@@]([C@@H]([C@@H]1O)O)(C#N)C1=CC=C2C(=NC=NN21)N ((2R,3S,4R,5R)-5-(4-aminopyrrolo[2,1-f][1,2,4]triazin-7-yl)-5-cyano-3,4-dihydroxy tetrahydrofuran-2-yl)methyl 2-phenylacetate